7-methoxy-5,3',4'-trihydroxyisoflavone COC1=CC(=C2C(C(=COC2=C1)C1=CC(=C(C=C1)O)O)=O)O